CCCCCCCCCCCCCC(=O)OC[C@H](COP(=O)([O-])OCC[N+](C)(C)C)OC(=O)CCCCC/C=C\C/C=C\C/C=C\C/C=C\CCCCC 1-tetradecanoyl-2-(7Z,10Z,13Z,16Z-docosatetraenoyl)-glycero-3-phosphocholine